OC1(CCN(CC12CCCC2)C(=O)C=2SC=C(N2)C(F)(F)F)CN2C=C(C(=CC2=O)C2=CC=CC=C2)C(=O)N(C)C 1-((10-hydroxy-7-(4-(trifluoromethyl)thiazole-2-carbonyl)-7-azaspiro[4.5]decan-10-yl)methyl)-N,N-dimethyl-6-oxo-4-phenyl-1,6-dihydropyridine-3-carboxamide